C1(CCCCC1)C1=C(NC2=CC=CC=C12)C(=O)NC[C@H](CC(CNC(OC(C)(C)C)=O)O[Si](C(C)C)(C(C)C)C(C)C)NC(OC(C)(C)C)=O di-tert-butyl ((4S)-5-(3-cyclohexyl-1H-indole-2-carboxamido)-2-((triisopropylsilyl)oxy)pentane-1,4-diyl)dicarbamate